N1-(2-(diethylamino)ethyl)-N2,N2-diethylethane-1,2-diamine C(C)N(CCNCCN(CC)CC)CC